(1S,2R,5R)-N-hydroxy-3-((6-(4-isopropoxyphenoxy)pyridin-3-yl)sulfonyl)-8-propionyl-3,8-diazabicyclo[3.2.1]octane-2-carboxamide ONC(=O)[C@H]1[C@@H]2CC[C@H](CN1S(=O)(=O)C=1C=NC(=CC1)OC1=CC=C(C=C1)OC(C)C)N2C(CC)=O